2-((6-(4,4-Difluoropiperidin-1-yl)pyridin-3-yl)sulfonyl)-9-((tetrahydro-2H-pyran-4-yl)methyl)-2,9-diazaspiro[5.5]undecane FC1(CCN(CC1)C1=CC=C(C=N1)S(=O)(=O)N1CC2(CCC1)CCN(CC2)CC2CCOCC2)F